tert-butyl (((2S,4R)-4-(2-carbamoyl-6-fluorophenyl)-5-chloro-2-phenyl-2,3-dihydrofuro[2,3-b]pyridin-2-yl)methyl)carbamate C(N)(=O)C1=C(C(=CC=C1)F)C1=C2C(=NC=C1Cl)O[C@@](C2)(C2=CC=CC=C2)CNC(OC(C)(C)C)=O